N1=CN=C2N=CNC2=C1NCC(=O)N[C@@H](CCC(=O)O)C(=O)O (N-adenineacetyl)-L-glutamic acid